N,N-dimethylbenzenesulfonamide diHydrochloride Cl.Cl.CN(S(=O)(=O)C1=CC=CC=C1)C